OC1CN(C1)C1=NC(=CC(=C1)C=1C=C(C=CC1C)NC(=O)N1C[C@@H](CC1)CC(F)(F)F)N1CCOCC1 (S)-N-(3-(2-(3-hydroxyazetidin-1-yl)-6-morpholinopyridin-4-yl)-4-methylphenyl)-3-(2,2,2-trifluoroethyl)pyrrolidine-1-carboxamide